CN(C1=CN(C=2C=CC=C(C12)NC1=CC=C(C=C1)N1CCC(CC1)C(F)(F)F)C)C N3,N3,1-trimethyl-N4-(4-(4-(trifluoromethyl)piperidin-1-yl)phenyl)-1H-indole-3,4-diamine